(R)-3-(4-((S)-2,2,2-trifluoro-1-methoxyethyl)-3-((2-(trifluoromethyl)pyrimidin-5-yl)amino)phenyl)pentanoic acid FC([C@@H](OC)C1=C(C=C(C=C1)[C@@H](CC(=O)O)CC)NC=1C=NC(=NC1)C(F)(F)F)(F)F